heptanoyl 3-methylbutanoyl peroxide CC(CC(=O)OOC(CCCCCC)=O)C